N-(2,4-difluorophenyl)-4-(3,5-difluorophenyl)-2-oxo-pyrrolidine-3-carboxamide FC1=C(C=CC(=C1)F)NC(=O)C1C(NCC1C1=CC(=CC(=C1)F)F)=O